isotridecyl n-hexadecanoate C(CCCCCCCCCCCCCCC)(=O)OCCCCCCCCCCC(C)C